COC=1C=C(C(=O)OC2=C(C=CC=C2)C(C)=O)C=C(C1C(C)C)OC 2-Acetylphenol 3,5-dimethoxy-4-(isopropyl)benzoate